(3R)-7-((2S,5R)-4-acryloyl-2,5-dimethylpiperazin-1-yl)-3-(azetidin-1-ylmethyl)-9-chloro-10-(2,4-difluorophenyl)-2,3-dihydro-5H-[1,4]oxazino[2,3,4-ij]quinazolin-5-one C(C=C)(=O)N1C[C@@H](N(C[C@H]1C)C1=NC(N2C3=C(C(=C(C=C13)Cl)C1=C(C=C(C=C1)F)F)OC[C@H]2CN2CCC2)=O)C